NCC[C@H]1[C@](CNC1)(C(=O)OCC)C |o1:3,4| ethyl (3R*,4S*)-4-(2-aminoethyl)-3-methyl-pyrrolidine-3-carboxylate